C(C1=CC=CC=C1)OC1=NC(=CC=C1NC1=CC=C(C=C1)C1=CC(N(C=C1)CC(OC)OC)=O)OCC1=CC=CC=C1 4-[4-[(2,6-dibenzyloxy-3-pyridyl)amino]phenyl]-1-(2,2-dimethoxyethyl)pyridin-2-one